5-[[2-[(2R,5S)-5-methyl-2-[2-(methylamino)-1,3-benzothiazol-5-yl]-1-piperidyl]-2-oxo-acetyl]amino]pyridine-3-carboxamide C[C@H]1CC[C@@H](N(C1)C(C(=O)NC=1C=C(C=NC1)C(=O)N)=O)C=1C=CC2=C(N=C(S2)NC)C1